C(C)(C)(C)OC1CC2CCCC2C1 5-(tert-butoxy)octahydropentalen